COC(=O)[C@@H]1[C@H](C1)C(=O)O (1S,2S)-2-(methoxycarbonyl)cyclopropane-1-carboxylic acid